CC(C)N1CCC(CC1)N1CCN(CCC1)C1=CC=CC(=N1)C#N 6-{4-[1-(Propan-2-yl)piperidin-4-yl]-1,4-diazepan-1-yl}pyridine-2-carbonitrile